CC1=CC=C(S1)C1=CC=C(C=C1)SC=1C=CC(=C(N)C1)[N+](=O)[O-] 5-((4-(5-methylthiophen-2-yl)phenyl)thio)-2-nitroaniline